(3R)-4-[5-fluoro-2-(1-fluoro-3-methyl-6-{1-[(3R)-2-methyl-6-(morpholin-4-yl)hexan-3-yl]azetidin-3-yl}imidazo[1,5-a]pyridin-8-yl)benzoyl]-3-methylmorpholin FC=1C=CC(=C(C(=O)N2[C@@H](COCC2)C)C1)C=1C=2N(C=C(C1)C1CN(C1)[C@@H](C(C)C)CCCN1CCOCC1)C(=NC2F)C